[N+](=O)([O-])C1=CC=C(OC(=O)O\N=C(/C)\[C@H]2CC[C@H]3[C@@H]4CCC5C[C@H](CC[C@@]5([C@H]4CC[C@]23C)C)O[Si](C)(C)C(C)(C)C)C=C1 (E)-1-((3S,8R,9S,10S,13S,14S,17S)-3-((tert-butyldimethylsilyl)oxy)-10,13-dimethylhexadecahydro-1H-cyclopenta[a]phenanthren-17-yl)ethan-1-one O-((4-nitrophenoxy)carbonyl) oxime